7-(5-fluoro-2-methyl-4-(1H-1,2,4-triazol-3-yl)phenyl)-1-((trans-4-methoxycyclohexyl)methyl)-3,4-dihydropyrazino[2,3-b]pyrazin-2(1H)-one FC=1C(=CC(=C(C1)C1=CN=C2C(=N1)N(C(CN2)=O)C[C@@H]2CC[C@H](CC2)OC)C)C2=NNC=N2